4-[2-phenoxyethyl-[4-(5,6,7,8-tetrahydro-1,8-naphthyridin-2-yl)butyl]amino]-2-(quinoline-6-carbonylamino)butanoic acid O(C1=CC=CC=C1)CCN(CCC(C(=O)O)NC(=O)C=1C=C2C=CC=NC2=CC1)CCCCC1=NC=2NCCCC2C=C1